CC1=C(C2=C(C(N(N=C2)CC(=O)O)=O)S1)C 2-(2,3-dimethyl-7-oxothieno[2,3-d]pyridazin-6(7H)-yl)acetic acid